OCCC1=C(N=C(S1)NC=1C=NC=C(C(=O)O)C1)C 5-((5-(2-hydroxyethyl)-4-methylthiazol-2-yl)amino)nicotinic acid